2,2'-(4',5'-bis(3-(10-methylphenazin-5(10H)-yl)phenyl)-[1,1':3',1''-terphenyl]-3,3''-diyl)bis(benzo[d]oxazole) CN1C2=CC=CC=C2N(C=2C=CC=CC12)C=1C=C(C=CC1)C1=C(C=C(C=C1C1=CC(=CC=C1)N1C=2C=CC=CC2N(C2=CC=CC=C12)C)C1=CC(=CC=C1)C=1OC2=C(N1)C=CC=C2)C2=CC(=CC=C2)C=2OC1=C(N2)C=CC=C1